[(7R,9aR)-7-(4-chlorophenyl)-1,3,4,6,7,8,9,9a-octahydropyrido[1,2-a]pyrazin-2-yl]-(2-bromo-3-methoxyphenyl)methanone ClC1=CC=C(C=C1)[C@H]1CC[C@H]2N(CCN(C2)C(=O)C2=C(C(=CC=C2)OC)Br)C1